4-(methylamino)benzamide CNC1=CC=C(C(=O)N)C=C1